(2-naphthyl)ethenone C1=C(C=CC2=CC=CC=C12)C=C=O